methyl N-[1-[[(1S)-2-(4-aminophenyl)-1-[2-(2-thienyl)thiazol-4-yl]ethyl]carbamoyl]-4-(dimethylamino)butyl]-N-methyl-carbamate NC1=CC=C(C=C1)C[C@@H](C=1N=C(SC1)C=1SC=CC1)NC(=O)C(CCCN(C)C)N(C(OC)=O)C